N-[(2-Amino-3-pyridyl)sulfonyl]-6-(2-ethoxy-4-fluorophenyl)-2-[(4S)-2,2,4-trimethylpyrrolidin-1-yl]pyridin-3-carboxamid NC1=NC=CC=C1S(=O)(=O)NC(=O)C=1C(=NC(=CC1)C1=C(C=C(C=C1)F)OCC)N1C(C[C@@H](C1)C)(C)C